(2S,3R,4R,5S)-1-(((1r,4R)-4-cyclopropylcyclohexyl)methyl)-2-(hydroxymethyl)piperidine-3,4,5-triol C1(CC1)C1CCC(CC1)CN1[C@H]([C@H]([C@@H]([C@H](C1)O)O)O)CO